C(CCCCCCN)N heptylenediamine